C1(CCCCCCC1)C(C(NC1=CC=C2C(=C1)NC(C21CCOCC1)=O)=O)NC(OC(C)C)=O Propan-2-yl N-{1-Cyclooctyl-2-oxo-2-[(2-oxospiro[1H-indole-3,4'-oxane]-6-yl)amino]ethyl}-carbamate